[NH4+].S(=O)(=O)([O-])[O-].[Cu+] copper sulfate, ammonium salt